thiophenebenzoyl-trifluoroacetone tert-butyl-6-methyl-7-oxo-4-(4,4,5,5-tetramethyl-1,3,2-dioxaborolan-2-yl)-6,7-dihydro-1H-pyrrolo[2,3-c]pyridine-2-carboxylate C(C)(C)(C)OC(=O)C1=CC2=C(C(N(C=C2B2OC(C(O2)(C)C)(C)C)C)=O)N1.S1C(=CC=C1)C1=CC=CC=C1C(=O)CC(=O)C(F)(F)F